C(C)(=O)O[C@H]1CN([C@@H](C1)C(NCC1=CC=C(C=C1)C1=C(N=CS1)C)=O)C([C@H](C(C)(C)C)NC(CN1CCN(CC1)C1=C(N=NC(=C1)C1=C(C=CC=C1)O)N)=O)=O (3R,5S)-1-((S)-2-(2-(4-(3-amino-6-(2-hydroxyphenyl)pyridazin-4-yl) piperazin-1-yl)acetamido)-3,3-dimethylbutanoyl)-5-((4-(4-methylthiazol-5-yl)benzyl) carbamoyl)pyrrolidin-3-yl acetate